NC1CCC(CC1)NC(=O)NC1=NN2C(C=C(C=C2)C=2C=NC(=C(C2)OC(F)F)OC)=C1 1-((1R,4R)-4-aminocyclohexyl)-3-(5-(5-(difluoromethoxy)-6-methoxypyridin-3-yl)pyrazolo[1,5-A]pyridin-2-yl)urea